7-((2S,5R)-4-(1-(2-(difluoromethoxy)-4-fluorophenyl)ethyl)-2,5-dimethylpiperazin-1-yl)-4-methyl-2-(tetrahydro-2H-pyran-2-yl)-2,4-dihydro-5H-pyrazolo[4,3-b]pyridin-5-one FC(OC1=C(C=CC(=C1)F)C(C)N1C[C@@H](N(C[C@H]1C)C=1C=2C(N(C(C1)=O)C)=CN(N2)C2OCCCC2)C)F